BrC1=NC=CC2=C1N=C(N2)C=2C=C1C=CNC1=CC2 4-bromo-2-(1H-indol-5-yl)-1H-imidazo[4,5-c]Pyridine